1-fluoro-N-(2,3,4-trifluorophenyl)-6,7,8,9-tetrahydro-5H-5,8-epiminocyclohepta[c]pyridine-10-carboxamide FC1=NC=CC2=C1CC1CCC2N1C(=O)NC1=C(C(=C(C=C1)F)F)F